C(C)(C)(C)OC(=O)N[C@@H]1CC(N(C1)CC(=O)OCC)=O ethyl (R)-2-(4-((tert-butyloxycarbonyl)amino)-2-oxopyrrolidin-1-yl)acetate